[3-(7-hydroxy-6-{6-[methyl-(2,2,6,6-tetramethyl-piperidin-4-yl)-amino]-pyridazin-3-yl}-naphthalen-2-yloxy)-propyl]-carbamic acid tert-butyl ester C(C)(C)(C)OC(NCCCOC1=CC2=CC(=C(C=C2C=C1)C=1N=NC(=CC1)N(C1CC(NC(C1)(C)C)(C)C)C)O)=O